o-hydroxyphenetole OC1=C(C=CC=C1)OCC